N-(5-isopropyl-1H-pyrazol-3-yl)-6-(((1S,2S,3S,5R)-2-methyl-8-azabicyclo[3.2.1]octan-3-yl)oxy)pyrazin-2-amine C(C)(C)C1=CC(=NN1)NC1=NC(=CN=C1)O[C@@H]1[C@H]([C@@H]2CC[C@H](C1)N2)C